NCC#CC1=C(C(=O)OC)C=CC(=C1)OC1CCNCC1 methyl 2-(3-aminoprop-1-yn-1-yl)-4-(piperidin-4-yloxy)benzoate